(4,5-Dichloro-1,2-phenylene)bis(methylene) (E,E)-bis(N'-(p-tolyl)carbamimidothioate) dihydrobromide Br.Br.C1(=CC=C(C=C1)\N=C(/N)\SCC1=C(C=C(C(=C1)Cl)Cl)CSC(N)=NC1=CC=C(C=C1)C)C